FC=1C=CC(=C(C1)N1C(C(=CC=C1)C(=O)NC1=CC=C(C=C1)C(C)(C)O)=O)OCC(F)(F)F 1-[5-fluoro-2-(2,2,2-trifluoroethoxy)phenyl]-N-[4-(2-hydroxypropan-2-yl)phenyl]-2-oxo-1,2-dihydropyridine-3-carboxamide